ClC=1C(=C(C=CC1)C1=C2C=C(N=CC2=C(N=C1)NC)NC(=O)C1CC1)OC N-(5-(3-chloro-2-methoxyphenyl)-8-(methylamino)-2,7-naphthyridin-3-yl)cyclopropanecarboxamide